C1(=CC=CC=C1)N1CCN(CC1)C(=O)C1CC(CN1)N 5-(4-phenylpiperazine-1-carbonyl)pyrrolidin-3-amine